C(C)(=O)OCCCCCC\C=C/CC\C=C\CCCC (Z,E)-7,11-hexadecadien-1-yl acetate